C(C(=C)C)(=O)OCCOC1CC2C3C=CCC3C1CC2 2-[(3a,4,5,6,7,7a-hexahydro-1H-4,7-ethanoinden-6-yl)oxy]ethyl methacrylate